4-(pyrene-1-yl)butyric acid 10-bromodecyl ester BrCCCCCCCCCCOC(CCCC1=CC=C2C=CC3=CC=CC4=CC=C1C2=C34)=O